6-bromo-N-(3-chlorobenzyl)-2-(3,5-dimethylisoxazol-4-yl)quinolin-4-amine BrC=1C=C2C(=CC(=NC2=CC1)C=1C(=NOC1C)C)NCC1=CC(=CC=C1)Cl